ClC1=CC=C2CCC(C2=C1)NCCC1(CCOC2(C1)CCOCC2)C2=NC=C(C=C2)F 6-chloro-N-(2-(4-(5-fluoropyridin-2-yl)-1,9-dioxaspiro[5.5]undecan-4-yl)ethyl)-2,3-dihydro-1H-inden-1-amine